N-hexadecyl-N-(2-hydroxyethyl)-N,N-dimethyl-ammonium bromide [Br-].C(CCCCCCCCCCCCCCC)[N+](C)(C)CCO